C(#N)C1=CC=C(C2=CC=CC=C12)N1CC2(CC2(C1)C(F)(F)F)C(=O)NCCN(CC)CC 3-(4-cyanonaphthalen-1-yl)-N-(2-(diethylamino)ethyl)-5-(trifluoromethyl)-3-azabicyclo[3.1.0]hexane-1-carboxamide